C(C)(C)(C)C1=CC=C(C=C1)I(I)C1=CC=C(C=C1)C(C)(C)C di(4-t-butylphenyl)iodoIodine